CN(C)CC(C(C)=O)CC(C)C 3-(dimethylaminomethyl)-5-methyl-2-hexanone